C1(CC1)C=1N=NN(C1)[C@H](C(=O)N1[C@@H](C[C@H](C1)O)C(=O)NCCN1C=NC2=C(C1=O)SC=C2)C(C)(C)C (2S,4R)-1-[(2S)-2-(4-cyclopropyltriazol-1-yl)-3,3-dimethyl-butanoyl]-4-hydroxy-N-[2-(4-oxothieno[3,2-d]pyrimidin-3-yl)ethyl]pyrrolidine-2-carboxamide